BrC1=CC(=C(C=C1)NP(=O)(C)CC1=CC=C(C=C1)C1=NOC(=N1)C(F)(F)Cl)Cl N-(4-bromo-2-chlorophenyl)-P-(4-(5-(chlorodifluoromethyl)-1,2,4-oxadiazol-3-yl)benzyl)-P-methylphosphinic amide